(S)-(4-(7-fluoroquinolin-4-yl)piperazin-1-yl)(1-((5-methyl-1H-1,2,4-triazol-3-yl)sulfonyl)pyrrolidin-3-yl)methanone FC1=CC=C2C(=CC=NC2=C1)N1CCN(CC1)C(=O)[C@@H]1CN(CC1)S(=O)(=O)C1=NNC(=N1)C